C1(CC1)S(=O)(=O)NC(C1=CC(=C(C=C1)OC)OCC1=C(C=CC=C1C)C)=O N-(cyclopropylsulfonyl)-3-((2,6-dimethylbenzyl)oxy)-4-methoxybenzamide